C(=C)(C)OC(=C(OC(=C)C)OC(=C)C)[SiH3] tris(isopropenyloxy)vinylsilane